C(CCC)C1=NN(C(=C1O)C(C)C)C(C)C Butyl-4-hydroxy-1,5-diisopropyl-pyrazol